COC=1C=C2C3(C(NC2=CC1)=O)CC3 5'-methoxy-1'H-spiro[cyclopropane-1,3'-indol]-2'-one